tert-butyl 3-(7-hydroxyquinoxalin-2-yl)-1-oxa-8-azaspiro[4.5]decane-8-carboxylate OC1=CC=C2N=CC(=NC2=C1)C1COC2(C1)CCN(CC2)C(=O)OC(C)(C)C